ClC1=CC(=C2C(=N1)C1(OCC2)COCC1)OCC1COC1 2'-chloro-4'-(oxetan-3-ylmethoxy)-4,5,5',6'-tetrahydro-2H-spiro[furan-3,8'-pyrano[3,4-b]pyridine]